ClC=1C=C(C=CC1)C=1N=C(NC1C=1C=C2C=NNC2=CC1)CC 5-(4-(3-Chlorophenyl)-2-ethyl-1H-imidazol-5-yl)-1H-indazole